C(C)OC(=O)C=1OC2=C(C1C)C=C(C=C2)S(N(CC)C2=C(C=C(C=C2)N(CCC)CCC)CN(CC=2OC=CC2)C(C2=C(C=CC=C2)Cl)=O)(=O)=O 5-(N-(2-((2-chloro-N-(furan-2-ylmethyl)benzoylamino)methyl)-4-(Dipropylamino)phenyl)-N-ethylsulfamoyl)-3-methylbenzofuran-2-carboxylic acid ethyl ester